FC=1C=C2C(C(=C(N3C2=C(C1)CCC3)CO)I)=O 9-fluoro-3-(hydroxymethyl)-2-iodo-6,7-dihydro-1H,5H-pyrido[3,2,1-ij]quinolin-1-one